4-(6-methyl-4-phenylpyridin-2-yl)benzonitrile CC1=CC(=CC(=N1)C1=CC=C(C#N)C=C1)C1=CC=CC=C1